C(C)NC(=O)C1=CC(=NC(=C1)C=1N=NN(C1)C1=CC=C(C=C1)CCC(=O)O)C=1N=NN(C1)C1=CC=C(C=C1)CCC(=O)O 3,3'-(((4-(ethylcarbamoyl)pyridine-2,6-diyl)bis(1H-1,2,3-triazole-4,1-diyl))bis(4,1-phenylene))dipropionic acid